ClC1=C(C(=NC(=N1)OC[C@]12CCCN2C[C@@H](C1)F)N1CC2CCC(C1)N2C(=O)OC(C)(C)C)C#N tert-butyl 3-(6-chloro-5-cyano-2-{[(2R,7aS)-2-fluorotetrahydro-1H-pyrrolizin-7a(5H)-yl]methoxy}pyrimidin-4-yl)-3,8-diazabicyclo[3.2.1]octane-8-carboxylate